benzo[de]anthracene C1=CC=C2C=CC=C3CC=4C=CC=CC4C1=C23